ethyl-2-fluoro-pyridine-4-carboxamide C(C)C=1C(=NC=CC1C(=O)N)F